Cl.O1C=NC(=C1)COC1=C(C=C2C=C(NC2=C1)CN)OC(F)(F)F [6-(oxazol-4-ylmethoxy)-5-(trifluoromethoxy)-1H-indol-2-yl]methanamine hydrochloride